C[C@@H]1C(C(NC1)=O)=C (R)-4-methyl-3-methylenepyrrolidin-2-one